tert-butyl 4-(4-(1-(tert-butoxycarbonyl)pyrrolidin-2-yl)-6-((3-(trifluoromethyl)phenyl)amino)-1,3,5-triazin-2-yl)piperidine-1-carboxylate C(C)(C)(C)OC(=O)N1C(CCC1)C1=NC(=NC(=N1)NC1=CC(=CC=C1)C(F)(F)F)C1CCN(CC1)C(=O)OC(C)(C)C